dibenzylmethylene(cyclopentadienyl)(2,7-dimethyl-3,6-diphenyl-butylfluorenyl)zirconium dichloride [Cl-].[Cl-].C(C1=CC=CC=C1)C(CC1=CC=CC=C1)=[Zr+2](C1=C(C=CC=2C3=CC(=C(C=C3CC12)C)C1=CC=CC=C1)CC(C(C)C1=CC=CC=C1)C)C1C=CC=C1